(R)-tert-butyl (1-(3-(1-(4-fluorophenyl)-1H-pyrazol-4-yl)phenyl)ethyl)carbamate FC1=CC=C(C=C1)N1N=CC(=C1)C=1C=C(C=CC1)[C@@H](C)NC(OC(C)(C)C)=O